CC(CC(C(=O)N[C@H](C(=O)N[C@H](C(=O)[C@@]1(OC1)C)CC(C)C)CC1=CC=CC=C1)NC[C@H](CCC1=CC=CC=C1)NC(CN1CCOCC1)=O)C 4-methyl-N-((S)-1-(((S)-4-methyl-1-((R)-2-methyloxiran-2-yl)-1-oxopent-2-yl)amino)-1-oxo-3-phenylpropan-2-yl)-2-((S)-2-(2-(N-morpholinyl)acetamido)-4-phenylbutylamino)pentanamide